N-cyclopropyl-3-(6-((1-hydroxy-2-methylpropan-2-yl)amino)-5-(2-methylmorpholine-4-carbonyl)pyridin-3-yl)-4-methylbenzamide C1(CC1)NC(C1=CC(=C(C=C1)C)C=1C=NC(=C(C1)C(=O)N1CC(OCC1)C)NC(CO)(C)C)=O